[Si](C)(C)(C(C)(C)C)O[C@@H]1C[C@@H](N(C1)C(=O)OC(C)(C)C)C(NC=1C=C2CC(CC2=C(C1)F)C=O)=O tert-Butyl (2R,4R)-4-[tert-butyl(dimethyl)silyl]oxy-2-[(7-fluoro-2-formyl-indan-5-yl)carbamoyl]pyrrolidine-1-carboxylate